(R)-8-(1-((4-chloro-2-(4,4,5,5-tetramethyl-1,3,2-dioxaborolan-2-yl)phenyl)amino)ethyl)-2-(5-fluoroisoindolin-2-yl)-3,6-dimethyl-4H-chromen-4-one ClC1=CC(=C(C=C1)N[C@H](C)C=1C=C(C=C2C(C(=C(OC12)N1CC2=CC=C(C=C2C1)F)C)=O)C)B1OC(C(O1)(C)C)(C)C